2-[(2E,6E,10E,14E,18E,22E)-3,7,11,15,19,23,27-heptamethyloctacosa-2,6,10,14,18,22,26-heptaenyl]-3-methylnaphthalene-1,4-dione C\C(=C/CC=1C(C2=CC=CC=C2C(C1C)=O)=O)\CC\C=C(\CC\C=C(\CC\C=C(\CC\C=C(\CC\C=C(\CCC=C(C)C)/C)/C)/C)/C)/C